6-((cis-3,5-dimethylpiperidin-1-yl)methyl)-2-(3-(1-methyl-4-(4-methyl-4H-1,2,4-triazol-3-yl)-1H-pyrazol-5-yl)phenyl)-4-(trifluoromethyl)isoindolin-1-one C[C@@H]1CN(C[C@@H](C1)C)CC1=CC(=C2CN(C(C2=C1)=O)C1=CC(=CC=C1)C1=C(C=NN1C)C1=NN=CN1C)C(F)(F)F